(Z)-N'-(9-((1R,3R,4R,7S)-7-((tert-butyldimethylsilyl)oxy)-1-(((dihexadecylamino)oxy)methyl)-2,5-dioxabicyclo[2.2.1]heptan-3-yl)-9H-purin-6-yl)-N,N-dimethylformimidamide [Si](C)(C)(C(C)(C)C)O[C@@H]1[C@]2(O[C@H]([C@@H]1OC2)N2C1=NC=NC(=C1N=C2)\N=C/N(C)C)CON(CCCCCCCCCCCCCCCC)CCCCCCCCCCCCCCCC